2-(difluoromethoxy)-6-ethoxy-3-nitropyridine FC(OC1=NC(=CC=C1[N+](=O)[O-])OCC)F